7-oxo-4,5-dihydro-7H-pyrrolo[3,2,1-de][1,5]naphthyridine O=C1N2C=3C(=CC=NC3C=C1)CC2